F[C@H]1CN(CC[C@H]1NC1=C2C=CN(C2=CC(=C1)C#CCNC=1C(OC)=CC=C(C1)S(=O)(=O)C)CC(F)(F)F)C 4-[(3S,4R)-3-fluoro-1-methyl-4-piperidylamino]-6-[3-(4-mesyl-2-anisidino)-1-propynyl]-1-(2,2,2-trifluoroethyl)indole